(2-methyl-4-sulfamylphenyl)boronic acid CC1=C(C=CC(=C1)S(N)(=O)=O)B(O)O